(3S,4aS,9bS)-3,9-difluoro-7-(trifluoromethyl)-1,2,3,4,4a,9b-hexahydrobenzofuro[3,2-b]pyridine hydrochloride salt Cl.F[C@H]1C[C@H]2[C@@H](NC1)C1=C(O2)C=C(C=C1F)C(F)(F)F